NC1=NC=CC=2N1C(=NC2C2CN(CC2)C(C#CC)=O)C2=NC=C(C=C2)OC2=NC=CC(=C2)C(F)(F)F 1-(3-(5-amino-3-(5-((4-(trifluoromethyl)pyridin-2-yl)oxy)pyridin-2-yl)imidazo[1,5-c]pyrimidin-1-yl)pyrrolidin-1-yl)but-2-yn-1-one